2-chloro-4-[(3,5-dimethoxybenzyl)amino]pyrimidin-5-carboxamide ClC1=NC=C(C(=N1)NCC1=CC(=CC(=C1)OC)OC)C(=O)N